N1C=C(C2=NC=CC=C21)C=O 1H-PYRROLO[3,2-B]PYRIDINE-3-CARBALDEHYDE